COC1=C(C(=CC(=C1)C=1SC=2C=NC=CC2N1)O)O 3-methoxy-5-(thiazolo[5,4-c]pyridin-2-yl)benzene-1,2-diol